(S)-2-(3-cyclopropoxy-4-nitro-1H-pyrazol-1-yl)propionitrile C1(CC1)OC1=NN(C=C1[N+](=O)[O-])[C@H](C#N)C